FC(C(=O)OCC)(CCC(=O)C1=CC=C(C=C1)F)F ethyl 2,2-difluoro-5-(4-fluorophenyl)-5-oxo-pentanoate